2-(4-(6-chloro-8-fluoro-7-(2-fluorophenyl)quinazolin-4-yl)piperazin-1-yl)-4,5-dihydrooxazole ClC=1C=C2C(=NC=NC2=C(C1C1=C(C=CC=C1)F)F)N1CCN(CC1)C=1OCCN1